1,1,1,2,3,3,3-heptafluoro-2-(ethoxydifluoromethyl)-propane FC(C(C(F)(F)F)(C(F)(F)OCC)F)(F)F